rac-(4S,5R)-4,5-dimethyl-3-(4,4,5,5-tetramethyl-1,3,2-dioxaborolan-2-yl)-5-(trifluoromethyl)-4,5-dihydrofuran-2-carboxylate C[C@H]1C(=C(O[C@]1(C(F)(F)F)C)C(=O)[O-])B1OC(C(O1)(C)C)(C)C |r|